NC1=C2C(=NC=N1)N(N=C2C2=CC=C(C=C2)CNC(C2=CC=CC=C2)=O)[C@H]2CN(CCC2)C(=O)OC(C)(C)C tert-Butyl (3R)-3-[4-amino-3-[4-(benzamidomethyl)phenyl]pyrazolo[3,4-d]pyrimidin-1-yl]piperidine-1-carboxylate